2-(5-(1-phenyl-2,3-dihydro-1H-benzo[d]pyrrolo[1,2-a]imidazol-7-yl)pyrimidin-2-yl)propan-2-ol C1(=CC=CC=C1)C1CCC=2N1C1=C(N2)C=CC(=C1)C=1C=NC(=NC1)C(C)(C)O